Methyl (S)-4-(1-(2-(trifluoromethyl)-4-(4-(trifluoromethyl)benzyl)-4,5,6,7-tetrahydropyrazolo[1,5-a]pyrimidine-3-carboxamido)ethyl)benzoate FC(C1=NN2C(N(CCC2)CC2=CC=C(C=C2)C(F)(F)F)=C1C(=O)N[C@@H](C)C1=CC=C(C(=O)OC)C=C1)(F)F